FC=1C=C(CNC(=O)[C@@]2(C(N(CC2)C2=CC3=C(NS(C34CCC4)(=O)=O)C=C2)=O)O)C=C(C1)F (S)-N-(3,5-difluorobenzyl)-1-(2,2-dioxido-1H-spiro[benzo[c]isothiazole-3,1'-cyclobutan]-5-yl)-3-hydroxy-2-oxopyrrolidine-3-carboxamide